C([2H])([2H])([2H])N1C(C(CC1)C(=O)O)=O (methyl-d3)-2-oxopyrrolidine-3-carboxylic acid